tert-butyl N-(2-cyclopropyl-4-oxo-4-phenyl-butyl)carbamate C1(CC1)C(CNC(OC(C)(C)C)=O)CC(C1=CC=CC=C1)=O